NC1=C(C=C(C=C1C)OCC1=CC=C(C=C1)OC)P(C)(C)=O (2-Amino-5-((4-methoxybenzyl)oxy)-3-methylphenyl)dimethyl-phosphine oxide